CC(C(C)O)CC 3-Methylpentan-2-ol